CN1CCN(CCC1)CC(=O)N 2-(4-methyl-1,4-diazepan-1-yl)acetamide